CC(C(=O)O)(C)NC=1C2=C(N=C(N1)C1=CC=NC=C1)C=NC=C2 2-methyl-2-{[2-(pyridin-4-yl)pyrido[3,4-d]Pyrimidin-4-yl]Amino}propanoic acid